O=C1NC(CCC1N1C(C2=CC=C(C=C2C1=O)N1CCC2(CN(C2)CC(=O)O)CC1)=O)=O (7-[2-(2,6-dioxopiperidin-3-yl)-1,3-dioxoisoindol-5-yl]-2,7-diazaspiro[3.5]nonan-2-yl)acetic acid